NC1(C(C=CC=C1)=C1C=CC(C=C1)(C(=O)O)C(=O)O)C1=CC=CC=C1 2'-amino-terphenyl-4,4-dicarboxylic acid